tert-butyl 4-[4-[3-(2,6-dioxo-3-piperidinyl) phenyl] piperazin-1-yl]-piperidine-1-carboxylate O=C1NC(CCC1C=1C=C(C=CC1)N1CCN(CC1)C1CCN(CC1)C(=O)OC(C)(C)C)=O